4-fluoro-2,3-dihydrobenzofuran-7-carboxamide FC1=CC=C(C2=C1CCO2)C(=O)N